(S)-6-methoxy-5-(2-methoxy-1-naphthyl)quinoline Methyl-8-(1-(2-methyl-5-((1-methylazetidin-2-yl)methoxy)benzamido)cyclopropyl)-2-naphthoate COC(=O)C1=CC2=C(C=CC=C2C=C1)C1(CC1)NC(C1=C(C=CC(=C1)OCC1N(CC1)C)C)=O.COC=1C(=C2C=CC=NC2=CC1)C1=C(C=CC2=CC=CC=C12)OC